NC1CCC2=C(N(C(=C21)C2CC2)C)C(=O)NC2=CC(=C(C=C2)F)Cl 4-amino-N-(3-chloro-4-fluorophenyl)-3-cyclopropyl-2-methyl-2,4,5,6-tetrahydrocyclopenta[c]pyrrole-1-carboxamide